C(C1=CC=CC=C1)(C1=CC=CC=C1)=NC=1C(=C(C=C2C=C(N=CC12)NC(=O)[C@H]1[C@@H](C1)C#N)C=1C=NC=CC1C)C#N |r| (±)-trans-N-[8-(benzhydrylideneamino)-7-cyano-6-(4-methyl-3-pyridyl)-3-isoquinolinyl]-2-cyano-cyclopropanecarboxamide